5-(3-(2,2-difluoroethyl)-2-methyl-3H-imidazo[4,5-b]pyridin-5-yl)-7H-pyrrolo[2,3-d]pyrimidin-2-amine FC(CN1C(=NC=2C1=NC(=CC2)C2=CNC=1N=C(N=CC12)N)C)F